7-((3,3-difluoro-1-methylpiperidin-4-yl)amino)-1-oxido-3-(1H-pyrrol-1-yl)benzo[b]thiophen FC1(CN(CCC1NC1=CC=CC2=C1S(C=C2N2C=CC=C2)=O)C)F